(E)-3-((3,3-dibutyl-7-(dimethylamino)-1,1-dioxido-5-phenyl-2,3,4,5-tetrahydro-1,5-benzothiazepin-8-yl)oxy)acrylic acid C(CCC)C1(CS(C2=C(N(C1)C1=CC=CC=C1)C=C(C(=C2)O/C=C/C(=O)O)N(C)C)(=O)=O)CCCC